FC1(CC(C1)C(=O)OC(C)(C)C)F tert-butyl 3,3-difluorocyclobutane-1-carboxylate